NC1=NC2=C(N1CC1=CC=C(C=C1)S(N)(=O)=O)C=CC(=C2)C(=O)OCC Ethyl 2-amino-1-(4-sulfamoyl-benzyl)-1H-benzo[d]imidazole-5-carboxylate